1-((1S,3S)-1-(4-(((3R,5R,7R)-adamantan-1-yl)amino)phenyl)-3-butyl-6-methoxy-3,4-dihydroisoquinolin-2(1H)-yl)prop-2-yn-1-one C12(CC3CC(CC(C1)C3)C2)NC2=CC=C(C=C2)[C@@H]2N([C@H](CC3=CC(=CC=C23)OC)CCCC)C(C#C)=O